5-(2-fluoro-5-methoxyphenyl)-7-methylpyrazolo[1,5-a]Pyrimidine-3-carboxylic acid FC1=C(C=C(C=C1)OC)C1=NC=2N(C(=C1)C)N=CC2C(=O)O